N-((R)-1-(3-amino-5-(trifluoromethyl)phenyl)ethyl)-1-((1S,2S)-2-hydroxycyclohexyl)-6-oxo-1,6-dihydropyridazine-3-carboxamide NC=1C=C(C=C(C1)C(F)(F)F)[C@@H](C)NC(=O)C1=NN(C(C=C1)=O)[C@@H]1[C@H](CCCC1)O